Ethyl-5-amino-3-chloro-4-methylthiophene C(C)C=1SC(=C(C1Cl)C)N